C1(CC1)N1C(=NC2=C1C=C(C=C2F)C2=CC=C(C=C2)CN2CCC(CC2)N2CCCC2)C2=CC=C(C=C2)S(=O)(=O)C cyclopropyl-4-fluoro-2-(4-(methylsulfonyl)phenyl)-6-(4-((4-(pyrrolidin-1-yl)piperidin-1-yl)methyl)phenyl)-1H-benzo[d]imidazole